3-methyl-5-[5-[1-(5-oxo-1-phenyl-pyrrolidine-3-carbonyl)-4-piperidinyl]-1,2,4-oxadiazol-3-yl]-1H-benzimidazol-2-one CN1C(NC2=C1C=C(C=C2)C2=NOC(=N2)C2CCN(CC2)C(=O)C2CN(C(C2)=O)C2=CC=CC=C2)=O